C1=CC=CC=2C3=CC=CC=C3C(C12)COC(=O)N(C1(CCC1)C(=O)O)C 1-[9H-fluoren-9-ylmethoxycarbonyl-(methyl)amino]cyclobutane-carboxylic acid